BrC1=NC=C(N=C1)OC1=C(C(=NC=C1)Cl)Cl 2-bromo-5-[(2,3-dichloropyridin-4-yl)oxy]Pyrazine